5-(2-((1r,6r)-6-aminocyclohex-3-en-1-yl)-5-chloro-7-((thiophen-2-ylmethyl)amino)thieno[3,2-b]pyridin-3-yl)pent-4-yn-1-ol formate salt C(=O)O.N[C@@H]1CC=CC[C@H]1C1=C(C2=NC(=CC(=C2S1)NCC=1SC=CC1)Cl)C#CCCCO